C(C)(C)(C)OC(=O)N1C(C2=CC=CC(=C2CC1)CO)C 5-(hydroxymethyl)-1-methyl-1,2,3,4-tetrahydroisoquinoline-2-carboxylic acid tert-butyl ester